N-[6-chloro-5-(trifluoromethyl)(2-pyridyl)]-N-[4-(hydroxymethyl)-3-methyl-2,5-dioxoazolinyl]acetamide ClC1=C(C=CC(=N1)N(C(C)=O)N1C(C(=C(C1=O)CO)C)=O)C(F)(F)F